pyrazolo[1,5-a]pyrimidine-2-amine N1=C(C=C2N1C=CC=N2)N